C(C)(C)[Si]1(O[Si](OC[C@H]2[C@H](O1)[C@H]([C@@H](O2)N2C(NC(C(=C2)C)=O)=O)OC(=S)OC2=CC=C(C=C2)C)(C(C)C)C(C)C)C(C)C 1-[(6aS,8R,9R,9aS)-2,2,4,4-tetraisopropyl-9-(4-methylphenoxy)carbothioyloxy-6a,8,9,9a-tetrahydro-6H-furo[3,2-f][1,3,5,2,4]trioxadisilocin-8-yl]-5-methyl-pyrimidine-2,4-dione